CCCC 1-methylpropane